C(CCCCCCCCCCC)OC(CCCCCCCCCCCCCCCCC(=O)OCCCC(OC(NCCOCCN(C)C)=O)CCCOC(CCCCCCCCCCCCCCCCC(OCCCCCCCCCCCC)=O)=O)=O 11-(5,22-dioxo-4,23-dioxapentatriacont-1-yl)-2-methyl-9-oxo-2,8-diaza-5,10-dioxatetradecan-14-yl 18-(dodecyloxy)-18-oxooctadecanoate